C1=CC=C(C(=C1)C(=O)O)N2C(=NC=N2)CC3=CC=C(C=C3)O The molecule is a member of the class of benzoic acids that is benzoic acid substituted by a 1H-1,2,4-triazol-1-yl group at position 2 which in turn is substituted by a 4-hydroxybenzyl group at position 5. It has been isolated from Penicillium paneum. It has a role as a Penicillium metabolite. It is a member of triazoles, a member of benzoic acids and a member of phenols.